N(=[N+]=[N-])C1=NC(=NC(=N1)N=[N+]=[N-])N=[N+]=[N-] 2,4,6-triazido-1,3,5-triazine